1-anthryl-1-pentanone C1(=CC=CC2=CC3=CC=CC=C3C=C12)C(CCCC)=O